tert-butyl 3-[1-[(4-[7-[trans-4-hydroxycyclohexyl]-2-[(3,3,3-trifluoropropyl)amino] pyrrolo[2,3-d]pyrimidin-5-yl]phenyl)methyl] piperidin-4-yl]azetidine-1-carboxylate O[C@@H]1CC[C@H](CC1)N1C=C(C2=C1N=C(N=C2)NCCC(F)(F)F)C2=CC=C(C=C2)CN2CCC(CC2)C2CN(C2)C(=O)OC(C)(C)C